FC1=C(OCO)C=C(C(=C1)F)F (2,4,5-trifluorophenoxy)methanol